[N+](=O)([O-])C=1C=C(C=C(C1)C(=O)NCC(CO)O)C(=O)NCC(CO)O 5-nitro-N,N'-bis(2,3-dihydroxypropyl)-1,3-benzenedicarboxamide